N1(N=CC=C1)C1=CC=C(C=C1)[C@H]1[C@@H](CC1)N1C2=NC(=NC=C2NC1=O)C=1C(=NC=CC1)OCC(F)(F)F 9-((1R,2S)-2-(4-(1H-pyrazol-1-yl)phenyl)cyclobutyl)-2-(2-(2,2,2-trifluoroethoxy)pyridin-3-yl)-7,9-dihydro-8H-purin-8-one